C(C)(C)(C)N1N=C(C=C1C1CCC(CC1)N1CCC2(CS(C2)(=O)=O)CC1)C(F)(F)F 7-((1r,4r)-4-(1-(tert-butyl)-3-(trifluoromethyl)-1H-pyrazol-5-yl)cyclohexyl)-2-thia-7-azaspiro[3.5]nonane 2,2-dioxide